Ethyl (E)-3-[6-chloro-4-(isopropylamino)-3-pyridyl]prop-2-enoate ClC1=CC(=C(C=N1)/C=C/C(=O)OCC)NC(C)C